C(C1=CC=CC=C1)N(C1=C2NC(N(C2=NC=N1)C1CN(C1)C(=O)OC(C)(C)C)=O)CC1=CC=CC=C1 Tert-butyl 3-[6-(dibenzylamino)-8-oxo-7,8-dihydro-9H-purin-9-yl]azetidine-1-carboxylate